C(C)N(C(C1=C(C=CC(=C1)F)N1C(=C(C=2C1=CN=CC2)C(=O)[C@H]2C[C@@H](N(CC2)C(=O)[C@H]2N[C@@H](CC2)C)C)C)=O)C(C)C |&1:22| N-Ethyl-5-fluoro-N-isopropyl-2-(2-methyl-3-((2S,4RS)-2-methyl-1-((2S,5R)-5-methylpyrrolidine-2-carbonyl)piperidine-4-carbonyl)-1H-pyrrolo[2,3-c]pyridin-1-yl)benzamide